5-Amino-4-hydroxy-3-[[3-[(E)-3-oxo-3-phenylprop-1-enyl]phenyl]diazenyl]naphthalene-2,7-disulfonic acid NC1=C2C(=C(C(=CC2=CC(=C1)S(=O)(=O)O)S(=O)(=O)O)N=NC1=CC(=CC=C1)\C=C\C(C1=CC=CC=C1)=O)O